1,4,5,8-tetraiodoanthraquinone IC1=CC=C(C=2C(C3=C(C=CC(=C3C(C12)=O)I)I)=O)I